N-benzyl-1-methoxy-N-((trimethylsilyl)methyl)methylamine C(C1=CC=CC=C1)N(C[Si](C)(C)C)COC